Glucopyranosyloxy-5'-sinapoyl-uridine C1([C@H](O)[C@@H](O)[C@H](O)[C@H](O1)CO)O[C@@]1([C@H](O)[C@H](O)[C@@H](C(O)C(\C=C\C2=CC(OC)=C(O)C(OC)=C2)=O)O1)N1C(=O)NC(=O)C=C1